C(C)N[C@@H](CC(C)C)C(=O)N1[C@H](CCCC1)C(=O)O (R)-1-(ethyl-L-leucyl)piperidine-2-carboxylic acid